C1=CC=CC=2C3=CC=CC=C3C(C12)COC(=O)N[C@H](C(=O)O)CC1=CC=C(C=C1)C1=C(C=CC=C1)OC(C)(C)C (S)-2-((((9H-fluoren-9-yl)methoxy)carbonyl)amino)-3-(2'-(tert-butoxy)-[1,1'-biphenyl]-4-yl)propanoic acid